(S)-N-(1-((3-chloro-5-trifluoromethylpyridin-2-yl)oxy)but-2-yl)quinazolin-4-amine ClC=1C(=NC=C(C1)C(F)(F)F)OC[C@H](CC)NC1=NC=NC2=CC=CC=C12